C(C(=O)O)(=O)O.C1(CC1)C1=NC=2N(N=C(C(C2C2=CC=C(C=C2)OC(F)F)=O)C2=CC3=CN(N=C3C=C2)C)C=C1 2-cyclopropyl-9-[4-(difluoromethoxy)phenyl]-7-(2-methyl-2H-indazol-5-yl)-8H-pyrimido[1,2-b]pyridazin-8-one oxalate